3-(7,8-difluoro-2-methylquinolin-3-yl)-1-[1-(4-fluorophenyl)-propan-2-yl]-1-isobutylurea FC1=CC=C2C=C(C(=NC2=C1F)C)NC(N(CC(C)C)C(CC1=CC=C(C=C1)F)C)=O